N-[3-(triethoxysilyl)hexyl]butylamine C(C)O[Si](C(CCNCCCC)CCC)(OCC)OCC